2-methyl-2-(methylamino)propionitrile CC(C#N)(C)NC